1-(2-(3,6-dihydro-2H-pyran-4-yl)-3-(4-fluorophenyl)-7-methylquinolin-5-yl)ethan-1-ol O1CCC(=CC1)C1=NC2=CC(=CC(=C2C=C1C1=CC=C(C=C1)F)C(C)O)C